3-bromo-6-(bromomethyl)pyridazine, hydrobromide Br.BrC=1N=NC(=CC1)CBr